4-(1-Methyl-1H-pyrazol-4-yl)phenol CN1N=CC(=C1)C1=CC=C(C=C1)O